(5S)-3-((2-((S)-(4,4-difluorocyclohexyl)(1-ethyl-1H-pyrazole-5-carboxamido)methyl)imidazo[1,2-b]pyridazin-6-yl)methyl)-2-oxo-5-(trifluoromethyl)pyrrolidine-3-carboxylic acid FC1(CCC(CC1)[C@@H](C=1N=C2N(N=C(C=C2)CC2(C(N[C@@H](C2)C(F)(F)F)=O)C(=O)O)C1)NC(=O)C1=CC=NN1CC)F